ClC=1C=C(C(=NC1)N1C(C(N(C(C1)=O)CC1=CC=C(C=C1)Cl)(C)CNC(C)=O)=O)F N-((4-(5-chloro-3-fluoropyridin-2-yl)-1-(4-chlorobenzyl)-2-methyl-3,6-dioxopiperazin-2-yl)methyl)acetamide